NCCNCCN(CCNCCN)CCN 1,4-bis(2-aminoethyl)-triethylenetetramine